C(CC)N1C=NC=C1 1-Propylimidazol